4-(4-chlorophenyl)-2-(quinoline-5-carboxamido)thiophene-3-carboxylic acid ClC1=CC=C(C=C1)C=1C(=C(SC1)NC(=O)C=1C=2C=CC=NC2C=CC1)C(=O)O